FC=1C=C(N2N=C(N=CC21)N[C@H]2[C@@H](COCC2)O)C2=NC=C(C=C2)C(C)(C)F (3S,4R)-4-((5-fluoro-7-(5-(2-fluoropropan-2-yl)pyridin-2-yl)pyrrolo[2,1-f][1,2,4]triazin-2-yl)amino)tetrahydro-2H-pyran-3-ol